6-(3-amino-2,6-difluorophenyl)-N-methyl-5H,6H,7H,8H-imidazo[1,5-a]pyridine-1-carboxamide NC=1C(=C(C(=CC1)F)C1CCC=2N(C1)C=NC2C(=O)NC)F